3-(2-nitrophenyl)benzene [N+](=O)([O-])C1=C(C=CC=C1)C=1C=CC=CC1